FC1=C(C=CC(=C1)F)C1=C(C=C2C(NC(NC2=C1SCCCO)=O)=O)C(F)(F)F 7-(2,4-difluorophenyl)-8-((3-hydroxypropyl)thio)-6-(trifluoromethyl)quinazoline-2,4(1H,3H)-dione